(2R,4S)-4-fluoro-N-(4-(trifluoromethyl)benzyl)pyrrolidine-2-carboxamide 2,2,2-trifluoroacetate FC(C(=O)O)(F)F.F[C@H]1C[C@@H](NC1)C(=O)NCC1=CC=C(C=C1)C(F)(F)F